7-(5-oxo-4,5-dihydro-1,3,4-oxadiazol-2-yl)-2,3-dihydroquinolin-4(1H)-one hydrochloride Cl.O=C1NN=C(O1)C1=CC=C2C(CCNC2=C1)=O